methyl 6-chloropyrrolo[1,2-f]pteridine-3-carboxylate ClC=1C=2N(C=3C=NC(=NC3N1)C(=O)OC)C=CC2